((tert-butyldimethylsilyloxy)methyl)-3,8-diazabicyclo[3.2.1]octane-8-carboxylic acid tert-butyl ester C(C)(C)(C)OC(=O)N1C2(CNCC1CC2)CO[Si](C)(C)C(C)(C)C